N[C@@H](C(=O)NC1=NC(=CC=C1)OC1=CC=C(C=C1)OC)CC (2R)-2-amino-N-[6-(4-methoxy-phenoxy)-2-pyridyl]butanamide